4-PROPYLPHENYLBORONIC ACID C(CC)C1=CC=C(C=C1)B(O)O